1-Butyl-5-(diaminomethylene)-3-((5S,7s,10S)-1-(2-hydroxyethyl)-3-methyl-2,4-dioxo-1,3-diazadispiro[4.1.57.15]tridecan-10-yl)pyrimidine-2,4,6(1H,3H,5H)-trione C(CCC)N1C(N(C(C(C1=O)=C(N)N)=O)C1CCC2(CC3(C(N(C(N3CCO)=O)C)=O)C2)CC1)=O